C(C)N(C(=O)C=1N=NC(=CC1)N1CCN(CC1)CC1=CC(=CC(=C1)OC(F)(F)F)C=1C=NC=C(C1)O)CC N,N-Diethyl-6-[4-[[3-(5-hydroxypyridin-3-yl)-5-(trifluoromethoxy)phenyl]methyl]piperazin-1-yl]pyridazine-3-carboxamide